2-(1-azidoethyl)2-(2-(1-azidoethyl)phenyl)acetic acid N(=[N+]=[N-])C(C)C(C(=O)O)C1=C(C=CC=C1)C(C)N=[N+]=[N-]